6-oxohexan-1-aminium O=CCCCCC[NH3+]